tert-Butyl (1R,5S)-3-((S or R)-6-chloro-2-(3-(dimethylamino) azetidin-1-yl)-8-fluoro-7-(3-hydroxy-8-methylnaphthalen-1-yl)quinazolin-4-yl)-3,8-diazabicyclo[3.2.1]octane-8-carboxylate ClC=1C=C2C(=NC(=NC2=C(C1C1=CC(=CC2=CC=CC(=C12)C)O)F)N1CC(C1)N(C)C)N1C[C@H]2CC[C@@H](C1)N2C(=O)OC(C)(C)C